4-((N,N-dimethylsulfamoyl)carbamoyl)-3-(pyrrolidin-1-yl)benzoic acid CN(S(=O)(=O)NC(=O)C1=C(C=C(C(=O)O)C=C1)N1CCCC1)C